C(C)(C)(C)OC(NC[C@@H]1CN(CC1)C1=NC(=CC(=N1)C#N)C)=O (R)-((1-(4-cyano-6-methylpyrimidin-2-yl)pyrrolidin-3-yl)methyl)carbamic acid tert-butyl ester